1-(1H-benzo[d]imidazol-5-yl)-5-(2-methoxyphenyl)imidazolidin-2-one N1C=NC2=C1C=CC(=C2)N2C(NCC2C2=C(C=CC=C2)OC)=O